methyl-2,5-pyridinedicarboxylic acid CC=1C(=NC=C(C1)C(=O)O)C(=O)O